9-ethyl-1,4,7-triazacyclodecane-8,10-dione C(C)C1C(NCCNCCNC1=O)=O